CC(C(=O)O)CCCCCC(CCCCCC)C 2,8-dimethyl-tetradecanoic acid